1-hexyl-1-octyl-pyrrolium C(CCCCC)[N+]1(C=CC=C1)CCCCCCCC